C(C)(C)(C)OC(=O)N1C[C@H]2COC3=C(C(N2CC1)=O)C=CC(=C3Cl)Br (S)-9-bromo-10-chloro-6-oxo-3,4,12,12a-tetrahydro-6H-benzo[f]pyrazino[2,1-c][1,4]oxazepin-2(1H)-carboxylic acid tert-butyl ester